ClC1=CC=C(OC(C(=O)OC)C)C=C1 methyl 2-(4-chloro-phenoxy)-propionate